36E-4-(3-bromo-4-methylphenoxy)-N-(3-nitrobenzyl)butan-1-amine BrC=1C=C(OCCCCNCC2=CC(=CC=C2)[N+](=O)[O-])C=CC1C